(2-Chloro-6-fluorobenzyl)hydrazine dihydrochloride Cl.Cl.ClC1=C(CNN)C(=CC=C1)F